COC1=C(C=C(C=C1)C1=CC=CC=C1)[C@H](CC(=O)[O-])NC(=O)NC=1C(N(C=CC1[O-])C)=O.[Na+].[Na+] Natrium (S)-3-(4-Methoxybiphenyl-3-yl)-3-(3-(1-methyl-4-oxido-2-oxo-1,2-dihydropyridin-3-yl)ureido)propanoat